racemic-2-methylsulfanyl-7-tetrahydropyran-3-yl-pyrrolo[2,3-d]pyrimidine-6-carboxylic acid CSC=1N=CC2=C(N1)N(C(=C2)C(=O)O)[C@H]2COCCC2 |r|